1-(6-(5-hydroxypentyloxy)quinolin-3-yl)-2,4-dioxo-1,2,3,4-tetrahydropyrimidine-5-carbonitrile OCCCCCOC=1C=C2C=C(C=NC2=CC1)N1C(NC(C(=C1)C#N)=O)=O